para-methyl-para-methylbenzoic acid CC1(CC=C(C(=O)O)C=C1)C